2-chloro-5-(4-methylphenyl)-3-(1-methyl-1H-pyrazol-4-yl)pyrazine Methyl-2-amino-4-methylquinazoline-6-carboxylate COC(=O)C=1C=C2C(=NC(=NC2=CC1)N)C.ClC1=NC=C(N=C1C=1C=NN(C1)C)C1=CC=C(C=C1)C